(R)-1-(4-(1-aminoethyl)phenyl)-2-methoxy-4,9-dimethyl-6(5H)-phenanthridinone hydrochloride Cl.N[C@H](C)C1=CC=C(C=C1)C1=C(C=C(C=2NC(C3=CC=C(C=C3C12)C)=O)C)OC